[Ag].C1CCC1 cyclobutane silver